1-oxo-2-propene O=CC=C